2-(4-methylphenyl)ethylmagnesium bromide CC1=CC=C(C=C1)CC[Mg]Br